COC1=C(OCC(CO)O)C=CC=C1 3-(2-methoxyphenoxy)-1,2-propanediol